FC(C1=CC(=NC=C1C)C(=O)O[C@H](C)C1=CC(=CC(=C1)C(F)(F)F)C(F)(F)F)F (R)-1-(3,5-bis(trifluoromethyl)phenyl)ethyl 4-(difluoromethyl)-5-methylpicolinate